CN1S(C2=C(C1=O)C(=C(C=C2)OC=2C=NC=C(C#N)C2)C)(=O)=O 5-((2,4-dimethyl-1,1-dioxido-3-oxo-2,3-dihydrobenzo[d]isothiazol-5-yl)oxy)nicotinonitrile